methyl (1R,2S,5S)-3-[(2S)-2-(benzyloxycarbonylamino)-4-methyl-pentanoyl]-6,6-dimethyl-3-azabicyclo[3.1.0]hexane-2-carboxylate C(C1=CC=CC=C1)OC(=O)N[C@H](C(=O)N1[C@@H]([C@H]2C([C@H]2C1)(C)C)C(=O)OC)CC(C)C